5-(2-Chloropyrido[2,3-D]pyrimidin-4-yl)-4,5,6,7-tetrahydrothieno[3,2-c]pyridine ClC=1N=C(C2=C(N1)N=CC=C2)N2CC1=C(CC2)SC=C1